NCC[C@H]1CN(CCO1)C(=O)OC(C)(C)C Tert-butyl (2S)-2-(2-aminoethyl)morpholine-4-carboxylate